6-(4-phenylpiperazin-1-yl)benzo[b]thiophene-2-carboxylic acid ethyl ester C(C)OC(=O)C1=CC2=C(S1)C=C(C=C2)N2CCN(CC2)C2=CC=CC=C2